C(CC)(=O)O[C@@H]1[C@@H](O[C@H]([C@H]([C@H]1OC(CC)=O)OC(CC)=O)C)F (2S,3S,4R,5R,6S)-2-fluoro-6-methyltetrahydro-2H-pyran-3,4,5-triyl tripropionate